2-(3-(2,3-dihydrobenzo[b][1,4]dioxin-6-yl)-3-oxopropyl)isoindoline-1,3-dione O1C2=C(OCC1)C=C(C=C2)C(CCN2C(C1=CC=CC=C1C2=O)=O)=O